(S)-3-(3-(2-(hydroxymethyl)pyrrolidin-1-yl)propoxy)propionate OC[C@H]1N(CCC1)CCCOCCC(=O)[O-]